N1N=NN=C1C1=NC=C(C(=O)OC)C=C1 methyl 6-(1H-tetrazol-5-yl)nicotinate